4,4''-dioxo-[1,1':4',1''-terphenyl] O=C1C=CC(C=C1)=C1C=CC(C=C1)=C1C=CC(C=C1)=O